N-(5-aminopyridin-2-yl)thiophene-2-sulfonamide (1R,3S)-3-{3-[(1,2-oxazol-5-ylacetyl)amino]-1H-pyrazol-5-yl}cyclopentyl-propylcarbamate O1N=CC=C1CC(=O)NC1=NNC(=C1)[C@@H]1C[C@@H](CC1)N(C(O)=O)CCC.NC=1C=CC(=NC1)NS(=O)(=O)C=1SC=CC1